C(OCC)(OCC)([O-])[O-] diethyl orthocarbonate